6-[5-(difluoromethyl)-1,3,4-oxadiazol-2-yl]-2-{[(4-fluorophenyl)methyl]amino}-2,3-dihydro-1H-isoindol-1-one FC(C1=NN=C(O1)C1=CC=C2CN(C(C2=C1)=O)NCC1=CC=C(C=C1)F)F